O=C1N(C(C=C1)=O)C=1C=CC2=C(N=C(O2)C=2C=C(C=CC2)N2C(C=CC2=O)=O)C1 1-(3-(5-(2,5-dioxo-2,5-dihydro-1H-pyrrol-1-yl)benzo[d]oxazol-2-yl)phenyl)-1H-pyrrole-2,5-dione